C(C)OC(=O)C=1C=NN2C1C(N(CC2)C2=C(C=C(C=C2)C2=NC1=CC=C(C=C1C=N2)C(F)(F)F)C)=O 5-(2-methyl-4-(6-(trifluoromethyl)quinazolin-2-yl)phenyl)-4-oxo-4,5,6,7-tetrahydropyrazolo[1,5-a]pyrazine-3-carboxylic acid ethyl ester